C1(CC1)P(=O)(C1CC1)C1=CC(=NN1C)C=1C(=C(C=CC1)NC1=C(N=NC(=C1)N1CCCC1)C(=O)N)OC 4-((3-(5-(dicyclopropylphosphoryl)-1-methyl-1H-pyrazol-3-yl)-2-methoxyphenyl)amino)-6-(pyrrolidin-1-yl)pyridazine-3-carboxamide